3-(2,6-dimethoxyphenyl)-1-[[2-(trimethylsilyl)ethoxy]methyl]pyrrolo[2,3-b]pyridin-6-amine COC1=C(C(=CC=C1)OC)C1=CN(C2=NC(=CC=C21)N)COCC[Si](C)(C)C